(R)-1-(2-ethynylthiazol-4-yl)-3-(2-hydroxy-1-(4-(3-oxo(N-morpholinyl))phenyl)-ethyl)urea C(#C)C=1SC=C(N1)NC(=O)N[C@@H](CO)C1=CC=C(C=C1)N1C(COCC1)=O